C(C)(=O)C1=CC=C(C=C1)C1=CC=C(C=C1)OC 4'-acetyl-4-methoxybiphenyl